FC(OC1=C(C=CC=C1)C1=NC2=C(N1CC1=C(OCCCCCC(=O)O)C=CC=C1)C=CC=C2)(F)F 6-(2-((2-(2-(trifluoromethoxy)phenyl)-1H-benzo[d]imidazol-1-yl)methyl)phenoxy)hexanoic acid